5-[4-[2-(1H-indol-3-yl)ethylamino]-6-isopropoxy-pyrimidin-2-yl]Pyridine-3-carbonitrile N1C=C(C2=CC=CC=C12)CCNC1=NC(=NC(=C1)OC(C)C)C=1C=C(C=NC1)C#N